6-tert-butyl-9-(1,3-dimethyl-1H-pyrazol-5-yl)-10-methoxy-2-oxo-6,7-dihydro-2H-pyrido[2,1-a]isoquinoline-3-carboxylic acid C(C)(C)(C)C1N2C(C3=CC(=C(C=C3C1)C1=CC(=NN1C)C)OC)=CC(C(=C2)C(=O)O)=O